6-chloro-1-(7-fluoro-2-methyldibenzo[b,d]-furan-4-yl)isoquinoline ethyl-5-amino-1-(1-(tert-butoxycarbonyl)azetidin-3-yl)-1H-pyrazole-4-carboxylate C(C)OC(=O)C=1C=NN(C1N)C1CN(C1)C(=O)OC(C)(C)C.ClC=1C=C2C=CN=C(C2=CC1)C1=CC(=CC2=C1OC1=C2C=CC(=C1)F)C